1,1'-Disulfanediylbis(4-fluoro-2-methyl-3-nitrobenzene) S(SC1=C(C(=C(C=C1)F)[N+](=O)[O-])C)C1=C(C(=C(C=C1)F)[N+](=O)[O-])C